C(C)OC1=NC=CC=C1C1=NC=2C(N(CC3(CCN(CC3)C=3C=NC=C(C3C(F)(F)F)N(CCC)C)C2C=C1)C1CNCC1)=O 2-(2-ethoxypyridin-3-yl)-1'-[5-[methyl(propyl)amino]-4-(trifluoromethyl)pyridin-3-yl]-7-pyrrolidin-3-ylspiro[6H-1,7-naphthyridine-5,4'-piperidine]-8-one